C(CCCCC)C(C(=O)OCCC1(CCN(CC1)CC1=CC=CC=C1)CCOC(C(CCCCCCCC)CCCCCC)=O)CCCCCCCC (1-Benzylpiperidine-4,4-Diyl)Bis(Ethane-2,1-Diyl) Bis(2-Hexyldecanoate)